Bis(2-ethylhexyl) sulfosuccinate sodium salt [Na+].S(=O)(=O)([O-])C(C(=O)OCC(CCCC)CC)CC(=O)OCC(CCCC)CC